O=C1NC(CCC1N1C(C2=CC=C(C=C2C1=O)NCCCCCC(=O)N1CCC(CC1)N1N=CC(=C1)N1CCOCC1)=O)=O 2-(2,6-Dioxopiperidin-3-yl)-5-((6-(4-(4-morpholino-1H-pyrazol-1-yl)piperidin-1-yl)-6-oxohexyl)amino)isoindoline-1,3-dione